azulenium chromium (0) [Cr].[CH2+]1=CC=C2C=CC=CC=C12